FC(=CF)F 1,1,2-trifluoroethen